5-(6-((1S,4S)-2-oxa-5-azabicyclo[2.2.1]heptan-5-yl)-2-methoxypyridin-3-yl)-6-chloro-1H-indole-3-carboxylic acid [C@@H]12OC[C@@H](N(C1)C1=CC=C(C(=N1)OC)C=1C=C3C(=CNC3=CC1Cl)C(=O)O)C2